C(=O)O.NC1=CN=NC2=CC(=CC=C12)C=1C(=CC(=C(C1)B(O)O)OC1CC(C1)(F)F)N1N=CC=C1 [5-(4-aminocinnolin-7-yl)-2-(3,3-difluorocyclobutyl)oxy-4-pyrazol-1-ylphenyl]boronic acid formate salt